3-(5-((1-(4'-fluoro-5,5-dimethyl-3,4,5,6-tetrahydro-[1,1'-biphenyl]-2-carbonyl)-3-Hydroxyazetidin-3-yl)(hydroxy)methyl)-1-oxoisoindolin-2-yl)piperidine-2,6-dione FC1=CC=C(C=C1)C1=C(CCC(C1)(C)C)C(=O)N1CC(C1)(O)C(C=1C=C2CN(C(C2=CC1)=O)C1C(NC(CC1)=O)=O)O